OC1=C(C(=O)O)C=C(C=C1)N1CCCCC1 2-hydroxy-5-(piperidin-1-yl)benzoic acid